3-(Undecyloxy)-2,2-bis((undecyloxy)methyl)propyl 4-bromobutanoate BrCCCC(=O)OCC(COCCCCCCCCCCC)(COCCCCCCCCCCC)COCCCCCCCCCCC